ClC1=C(C=C(OCC(=O)NC23C[C@@H](C(CC2)(CC3)NS(=O)(=O)C3=CC=C(C=C3)C(F)(F)F)O)C=C1)F 2-(4-chloro-3-fluorophenoxy)-N-[(3S)-3-hydroxy-4-{[4-(trifluoromethyl)benzene-1-sulfonyl]amino}bicyclo[2.2.2]oct-1-yl]acetamide